O\C(=C/C(=O)SCCNC(CCNC([C@@H](C(COP(OP(OC[C@@H]1[C@H]([C@H]([C@@H](O1)N1C=NC=2C(N)=NC=NC12)O)OP(=O)(O)O)(=O)O)(=O)O)(C)C)O)=O)=O)\C 3-Hydroxycrotonyl-coenzyme A